4-nitrobenzenesulfonic acid sodium salt [Na+].[N+](=O)([O-])C1=CC=C(C=C1)S(=O)(=O)[O-]